5-methyl-6-(8-methyl-3-morpholino-7,8-dihydro-1,6-naphthyridin-6(5H)-yl)pyridazine-3-carbonitrile CC=1C=C(N=NC1N1CC=2C=C(C=NC2C(C1)C)N1CCOCC1)C#N